C(C)(C)(C)OC(=O)N1[C@@H](CCC1)C#CC1=NN(C2=C1C=NC(=C2)Cl)[C@@H](C)CCO[Si](C)(C)C(C)(C)C (S)-2-((1-((S)-4-((tert-butyldimethylsilyl)oxy)but-2-yl)-6-chloro-1H-pyrazolo[4,3-c]pyridin-3-yl)ethynyl)pyrrolidine-1-carboxylic acid tert-butyl ester